Methyl (S)-2-(2-(1-(3-(3-fluorophenyl)propanoyl)piperidin-4-yl)acetamido)-3-(4-iodophenyl)propanoate FC=1C=C(C=CC1)CCC(=O)N1CCC(CC1)CC(=O)N[C@H](C(=O)OC)CC1=CC=C(C=C1)I